3-((6-(3-Methyl-1H-pyrazol-4-yl)-1-oxoisoquinolin-2(1H)-yl)methyl)-N-(3-(trifluoromethoxy)phenyl)benzamide CC1=NNC=C1C=1C=C2C=CN(C(C2=CC1)=O)CC=1C=C(C(=O)NC2=CC(=CC=C2)OC(F)(F)F)C=CC1